CCCNC(=O)OCC propylurethane